FC1(CCN(CC1)S(=O)(=O)C)COC1=C(C=C(C=C1)S(=O)(=O)NC(C1=C(C=CC=C1)OC=1C=C2C(=NC1)NC=C2)=O)[N+](=O)[O-] N-[(4-{[4-fluoro-1-(methylsulfonyl)piperidin-4-yl]methoxy}-3-nitrophenyl)sulfonyl]-2-(1H-pyrrolo[2,3-b]pyridin-5-yloxy)benzamide